(1S,3R)-3-{4-[3-(2-chloro-6-fluorophenyl)-4-(cyclopropoxymethyl)-1,2-oxazol-5-yl]-5-methyl-1H-pyrazol-1-yl}-1-methylcyclobutan-1-ol ClC1=C(C(=CC=C1)F)C1=NOC(=C1COC1CC1)C=1C=NN(C1C)C1CC(C1)(O)C